1-(4-bromo-2-fluorophenyl)-2,2,2-trifluoroethan-1-ol BrC1=CC(=C(C=C1)C(C(F)(F)F)O)F